FC=1C=CC(=C(C1)[C@@H]1N(CCC1)C=1C=CC=2N(N1)C(=CN2)N2N=NC(=C2)CCO)OC (R)-2-(1-(6-(2-(5-fluoro-2-methoxyphenyl)pyrrolidin-1-yl)imidazo[1,2-b]pyridazin-3-yl)-1H-1,2,3-triazol-4-yl)ethan-1-ol